N-(4-(4-Amino-6-ethynyl-5-(quinolin-3-yl)-7H-pyrrolo[2,3-d]pyrimidin-7-yl)bicyclo-[2.2.1]heptan-1-yl)-1-methyl-1H-1,2,3-triazole-5-carboxamide NC=1C2=C(N=CN1)N(C(=C2C=2C=NC1=CC=CC=C1C2)C#C)C21CCC(CC2)(C1)NC(=O)C1=CN=NN1C